amino-N-(4-(hydroxymethyl)phenyl)acetamide NCC(=O)NC1=CC=C(C=C1)CO